S1C(=NC=C1)S thiazole-2-thiol